BrC=1C=CC(=NC1)[C@H]1N([C@@H](CC=2C=C3C(=CC12)OCO3)C)CC(F)(F)F (5S,7R)-5-(5-bromopyridin-2-yl)-7-methyl-6-(2,2,2-trifluoroethyl)-5,6,7,8-tetrahydro-[1,3]dioxolo[4,5-g]isoquinoline